methyl 1-(5-(2-(2-aminopyridin-3-yl)-5-phenyl-3H-imidazo[4,5-b]pyridin-3-yl)picolinoyl)-3,3-dimethylpiperidine-4-carboxylate NC1=NC=CC=C1C1=NC=2C(=NC(=CC2)C2=CC=CC=C2)N1C=1C=CC(=NC1)C(=O)N1CC(C(CC1)C(=O)OC)(C)C